[Li].ClCC(=O)NC1=CC2=CN(N=C2C=C1)C 2-chloro-N-(2-methyl-2H-indazol-5-yl)acetamide lithium